S(=O)(=O)(C1=CC=C(C)C=C1)N[C@@H](CC1=CC=CC=C1)C(=O)C(Cl)C(=O)C(C([C@@H](NS(=O)(=O)C1=CC=C(C)C=C1)CC1=CC=CC=C1)=O)Cl tosyl-phenylalanyl-chloromethylketone